bis[(dibenzofuranyl)phenyl]amine C1(=CC=CC=2OC3=C(C21)C=CC=C3)C3=C(C=CC=C3)NC3=C(C=CC=C3)C3=CC=CC=2OC1=C(C23)C=CC=C1